NC=1C=C(C=CC1)C(C(=O)OCC)(F)F ethyl 2-(3-aminophenyl)-2,2-difluoroacetate